[Cl-].O[Si](O)(O)CCCC(CC[NH+](C)C)CCCCCCCCCCCCCCC 3-(trihydroxysilylpropyl)dimethyl-octadecyl-ammonium chloride